C12N(CC(C1)C2)C=2C=1N(C=NC2C=2C=NNC2)N=C(N1)N[C@H]1[C@H](CC1)F 8-(2-Azabicyclo[2.1.1]hexan-2-yl)-N-((1R,2S)-2-fluorocyclobutyl)-7-(1H-pyrazol-4-yl)-[1,2,4]triazolo[1,5-c]pyrimidin-2-amine